methyl 2-(3,4-difluorophenyl)-5-[1-(benzenesulfonyl)-1H-pyrrolo[2,3-b]pyridin-4-yl]-1-{[2-(trimethylsilyl) ethoxy] methyl}-1H-pyrrole-3-carboxylate FC=1C=C(C=CC1F)C=1N(C(=CC1C(=O)OC)C1=C2C(=NC=C1)N(C=C2)S(=O)(=O)C2=CC=CC=C2)COCC[Si](C)(C)C